C(C)OC(=O)C1=C(N=C(S1)NC1=NC(=CC(=N1)N1CCC(CC1)O)CC1=CC=C(C=C1)S(=O)(=O)C)C 2-[[4-(4-hydroxy-piperidin-1-yl)-6-(4-methanesulfonyl-benzyl)-2-pyrimidinyl]amino]-4-methyl-5-thiazolecarboxylic acid ethyl ester